1-(tert-Butoxycarbonyl-methyl-amino)-cyclopropanecarboxylic acid phenylmethyl ester C1(=CC=CC=C1)COC(=O)C1(CC1)N(C)C(=O)OC(C)(C)C